C(C=C)N(C(OC(C)(C)C)=O)C tert-Butyl N-allyl-N-methyl-carbamate